C(C)(=O)OC1=C(C=C(C=C1)/C=C/C(=O)OC1=CC=C(COC(\C=C\C2=CC(=C(C=C2)OC(C)=O)O)=O)C=C1)O (E)-4-(((E)-3-(4-acetoxy-3-hydroxyphenyl)acryloyl)oxy)benzyl-3-(4-acetoxy-3-hydroxyphenyl)acrylate